N1[C@@H](CCC1)C(=O)N[C@@H](C(C)C)C(=O)O prolylvaline